S(=O)(=O)(C1=CC=C(C)C=C1)OC[C@@H]1[C@@H](C1)COCCC(=O)OC(C)(C)C |r| tert-butyl rac-3-(((1R,2S)-2-((tosyloxy)methyl)cyclopropyl)methoxy)propanoate